(S)-1-(6-(4-fluoro-1H-pyrazol-1-yl)pyridin-3-yl)ethylamine dihydrochloride Cl.Cl.FC=1C=NN(C1)C1=CC=C(C=N1)[C@H](C)N